Aluminium montanat C(CCCCCCCCCCCCCCCCCCCCCCCCCCC)(=O)[O-].[Al+3].C(CCCCCCCCCCCCCCCCCCCCCCCCCCC)(=O)[O-].C(CCCCCCCCCCCCCCCCCCCCCCCCCCC)(=O)[O-]